tert-butyl (4-(1-(2,6-dioxopiperidin-3-yl)-3-methyl-2-oxo-2,3-dihydro-1H-benzo[d]imidazol-4-yl)but-3-yn-1-yl)carbamate O=C1NC(CCC1N1C(N(C2=C1C=CC=C2C#CCCNC(OC(C)(C)C)=O)C)=O)=O